(6-bromo-8-fluoro-3-methyl-3,4-dihydro-5-oxa-1,2a-diazaacenaphthylen-2-yl)propan-2-ol BrC1=C2OCC(N3C(=NC(C(=C1)F)=C32)CC(C)O)C